ClC=1C(=NC(=NC1)NC=1C=NN(C1)CC#N)N1C[C@@]2(CNC[C@@]2(C1)C)C 2-(4-((5-chloro-4-((3ar,6as)-3a,6a-dimethylhexahydropyrrolo[3,4-c]pyrrol-2(1H)-yl)pyrimidin-2-yl)amino)-1H-pyrazol-1-yl)acetonitrile